4-chloro-2-((2-methylallyl)oxy)-5-nitrobenzamide ClC1=CC(=C(C(=O)N)C=C1[N+](=O)[O-])OCC(=C)C